ethyl-4-fluorobenzoic acid methyl ester COC(C1=C(C=C(C=C1)F)CC)=O